C(C)OC1=NC(=CC=C1C(=O)N(C)C)NC1=NNC2=CC(=CC=C12)[C@@H]1C[C@@]12C(NC1=CC=C(C=C21)OC)=O ethoxy-6-({6-[(1R,2S)-5'-methoxy-2'-oxo-1',2'-dihydrospiro[cyclopropan-1,3'-indol]-2-yl]-1H-indazol-3-yl}amino)-N,N-dimethylpyridine-3-carboxamide